tert-butyl N-[(1S)-2-methyl-1-{[(1S)-1-{[4-({[methyl({2-[(4-nitrophenoxycarbonyl)oxy]ethyl})carbamoyl]oxy}methyl)phenyl]carbamoyl}ethyl]carbamoyl}propyl]carbamate CC([C@@H](C(N[C@@H](C)C(NC1=CC=C(C=C1)COC(N(CCOC(=O)OC1=CC=C(C=C1)[N+](=O)[O-])C)=O)=O)=O)NC(OC(C)(C)C)=O)C